5-(4-(1-benzyl-5-(3-nitrophenoxy)piperidin-3-yl)-1H-pyrazol-1-yl)-3-methoxybenzene-1,2-diol C(C1=CC=CC=C1)N1CC(CC(C1)OC1=CC(=CC=C1)[N+](=O)[O-])C=1C=NN(C1)C1=CC(=C(C(=C1)O)O)OC